[N+](=O)([O-])C1=CC=C(C=C1)N1CC(C1)N1CCN(CC1)O 4-(1-(4-nitrophenyl)azetidin-3-yl)piperazin-1-ol